(S)-(6-(3-((1H-Indazol-5-yl)oxy)prop-1-yn-1-yl)-3-(1-amino-1,3-dihydrospiro[Indene-2,4'-piperidin]-1'-yl)pyrazin-2-yl)methanol N1N=CC2=CC(=CC=C12)OCC#CC1=CN=C(C(=N1)CO)N1CCC2(CC1)[C@@H](C1=CC=CC=C1C2)N